furan sodium salt [Na].O1C=CC=C1